zirconium titanium-tantalum [Ta].[Ti].[Zr]